C(CCCCCCCCC)OCOOCCCC(CC(CC(CC(CC(CC(C)O)C)C)C)C)C 14-hydroxy-4,6,8,10,12-pentamethylpentadecyloxy decyloxymethyl ether